ClC=1C=CC(=C(C1)CC(=O)NC1=CCN(C=C1)C1(CCCC1)C)O 4-[[2-(5-Chloro-2-hydroxyphenyl)acetyl]amino]-N-(1-methylcyclopentyl)pyridin